NCCC1=CN=C2N1C=C(C=C2)C2=C(OCCC=1C(=NN(C1C)C)C(=O)NCCOC)C=C(C=C2)F 4-(2-{2-[3-(2-aminoethyl)imidazo[1,2-a]pyridin-6-yl]-5-fluorophenoxy}ethyl)-N-(2-methoxyethyl)-1,5-dimethyl-1H-pyrazole-3-carboxamide